(R)-1-(4-((1-(3-(difluoromethyl)-2-fluorophenyl)ethyl)amino)-7-(2-methoxyethoxy)-2-methylpyrido[2,3-d]pyrimidin-6-yl)cyclopropane-1-carbonitrile FC(C=1C(=C(C=CC1)[C@@H](C)NC=1C2=C(N=C(N1)C)N=C(C(=C2)C2(CC2)C#N)OCCOC)F)F